C(#N)C[C@H](C1=CC=C(C=C1)S(=O)(=O)CC)NC(C1=CC=C(C=C1)C(C(F)(F)F)(C(F)(F)F)O)=O (R)-N-(2-cyano-1-(4-(ethylsulfonyl)phenyl)ethyl)-4-(1,1,1,3,3,3-hexafluoro-2-hydroxyprop-2-yl)benzamide